F[C@H]1CN(CC[C@H]1OCC1CN(C1)C1=C(C2=C(N(C(N2C)=O)C2C(N(C(CC2)=O)CC2=CC=C(C=C2)OC)=O)C=C1)F)C(=O)OC(C)(C)C 1-Tert-butyl (3S,4R)-3-fluoro-4-[[1-[4-fluoro-1-[1-[(4-methoxyphenyl)methyl]-2,6-dioxo-3-piperidyl]-3-methyl-2-oxo-benzimidazol-5-yl]azetidin-3-yl]methoxy]piperidine-1-carboxylate